FC=1C(=C(C=CC1)CC#N)OC1=CC=C(C=C1)F (3-fluoro-2-(4-fluorophenoxy)phenyl)acetonitrile